[NH4+].COC=1C=C(C=CC1OCCCCCCCC)CS(=O)(=O)[O-] (3-methoxy-4-octyloxyphenyl)-methanesulfonic acid ammonium salt